ClC1=C(C=CC=C1)N1N=C2C(=CC1=O)NNC2=O 5-(2-chlorophenyl)-1H-pyrazolo[4,3-c]pyridazine-3,6(2H,5H)-dione